BrC=1C=CC(=C(C1)C1=C(C=C(C=C1)C(C(F)(F)F)NC(C(=O)[O-])CC(C)(C)F)F)OCOC ((1-(5'-bromo-2-fluoro-2'-(methoxymethyloxy)-[1,1'-biphenyl]-4-yl)-2,2,2-trifluoroethyl) amino)-4-fluoro-4-methylpentanoate